FC1=C(C(=O)NC2=NC=CC=C2)C=CC=C1 2-fluoro-N-(pyridin-2-yl)benzamid